6-(2-methoxy-4,6-dimethyl-phenyl)-3-[3-piperidyl]pyrido[2,3-e][1,2,4]triazine COC1=C(C(=CC(=C1)C)C)C=1C=CC2=C(N=C(N=N2)C2CNCCC2)N1